N-[(2RS)-1-chloro-3-(2-chloro-4-tolyl)propan-2-yl]-3-(3-chloro-2-fluorophenoxy)-6-methylpyridazine-4-carboxamide ClC[C@@H](CC1=CC(=C(C=C1)C)Cl)NC(=O)C1=C(N=NC(=C1)C)OC1=C(C(=CC=C1)Cl)F |r|